8-[2-amino-3-chloro-5-(trifluoromethyl)phenyl]-N-(2,3-dihydro-1,4-benzoxazin-4-yl)-4-morpholino-quinoline-3-carboxamide NC1=C(C=C(C=C1Cl)C(F)(F)F)C=1C=CC=C2C(=C(C=NC12)C(=O)NN1CCOC2=C1C=CC=C2)N2CCOCC2